C(CCCCC)(N)N Hexandiamine